3,3-difluoro-5-((4-methoxybenzyl)thio)-1-methyl-1,3-dihydro-2H-pyrrolo[2,3-b]pyridin-2-one FC1(C(N(C2=NC=C(C=C21)SCC2=CC=C(C=C2)OC)C)=O)F